2,4-difluoro-N-(6-(piperidin-4-ylmethyl)pyridin-2-yl)benzamide FC1=C(C(=O)NC2=NC(=CC=C2)CC2CCNCC2)C=CC(=C1)F